F[C@H]1CNCC[C@@H]1NC1=NC(=CC=C1)C1=CN=C2N1N=C(C=C2)C=2C=NN(C2)C N-((3S,4S)-3-fluoropiperidin-4-yl)-6-(6-(1-methyl-1H-pyrazol-4-yl)imidazo[1,2-b]pyridazin-3-yl)pyridin-2-amine